CC1=C(N=C(S1)NC(CC1=CC(=CC=C1)OCCCCN1CCNCC1)=O)C=1C=C2C=CN(C2=CC1)C(C1=C(C=CC=C1)C)=O N-(5-methyl-4-(1-(2-methylbenzoyl)indol-5-yl)thiazol-2-yl)-2-(3-(4-(piperazin-1-yl)butoxy)phenyl)acetamide